N1(CCNCC1)C1=CC=C(S1)C=O 5-(piperazin-1-yl)thiophene-2-carbaldehyde